NC1=CC=C(OCC(CCCC)OC2=CC=C(C=C2)N)C=C1 1,2-bis(4-aminophenoxy)hexane